7-aminoquinazoline-2,4(1H,3H)-dione NC1=CC=C2C(NC(NC2=C1)=O)=O